NC1=NN2C(C(=CC(=C2)OCC)C=2C=NC(=CC2)N2CC3N(C(C2)C3)CC3=NC=C(C=C3)F)=C1C#N 2-amino-4-(6-(6-((5-fluoropyridin-2-yl)methyl)-3,6-diazabicyclo[3.1.1]Heptane-3-yl)pyridin-3-yl)-6-ethoxypyrazolo[1,5-a]Pyridine-3-carbonitrile